FC(COC=1C=CC(=C(C1)C1=CC(=NC=C1)N1CCC(CC1)C(=O)N1N=CCC1C1=CC(=CC(=C1)F)F)F)(CO)F (1-(4-(5-(2,2-difluoro-3-hydroxypropoxy)-2-fluorophenyl)pyridin-2-yl)piperidin-4-yl)(5-(3,5-difluorophenyl)-4,5-dihydro-1H-pyrazol-1-yl)methanone